dicarboxyl-dihydroquinoline C(=O)(O)C1(NC2=CC=CC=C2C=C1)C(=O)O